2-[(R)-[(5s,7s)-7-fluoro-5-(4-fluorophenyl)-6,7-dihydro-5H-pyrrolo[1,2-b][1,2,4]triazol-2-yl]sulfinyl]acetonitrile F[C@H]1C[C@H](N2N=C(N=C21)[S@](=O)CC#N)C2=CC=C(C=C2)F